2,4-bis(trichloromethyl)-6-[2-(5-propyl-2-furyl)ethenyl]-S-Triazine ClC(C1=NC(=NC(=N1)C(Cl)(Cl)Cl)C=CC=1OC(=CC1)CCC)(Cl)Cl